6-(4-(benzyloxy)phenoxy)-1-hexanol C(C1=CC=CC=C1)OC1=CC=C(OCCCCCCO)C=C1